tert-Butyl 2-methyl-2-(5-methyl-2,4-dioxo-6-(2H-1,2,3-triazol-2-yl)-1,4-dihydrothieno[2,3-d]pyrimidin-3(2H)-yl)propanoate CC(C(=O)OC(C)(C)C)(C)N1C(NC2=C(C1=O)C(=C(S2)N2N=CC=N2)C)=O